(R)-3-(3-(2,5-dichloro-7H-pyrrolo[2,3-d]pyrimidin-7-yl)-2-methylpropoxy)-1-(2,6-dimethylpyridin-3-yl)-5-methyl-1H-pyrazol-4-amine ClC=1N=CC2=C(N1)N(C=C2Cl)C[C@H](COC2=NN(C(=C2N)C)C=2C(=NC(=CC2)C)C)C